tert-Butyl (S)-(1-(2-chloro-5-(1-ethyl-1H-pyrazol-4-yl)pyridin-4-yl)piperidin-3-yl)carbamate ClC1=NC=C(C(=C1)N1C[C@H](CCC1)NC(OC(C)(C)C)=O)C=1C=NN(C1)CC